N-ethyl-hydroxylamine acetate C(C)(=O)O.C(C)NO